((R)-2-(2-Chlorophenyl)azepan-1-yl)-N-((R,E)-4-(methylsulfonyl)but-3-en-2-yl)benzamide ClC1=C(C=CC=C1)[C@@H]1N(CCCCC1)C1=C(C(=O)N[C@H](C)\C=C\S(=O)(=O)C)C=CC=C1